IC=1C=C2C(=NC(=NC2=CC1OC)C)N[C@H](C)C1=CC(=CC=C1)C(F)(F)F (R)-6-iodo-7-methoxy-2-methyl-N-(1-(3-(trifluoromethyl)phenyl)ethyl)quinazolin-4-amine